6-(3-methoxypropyl)-5,6-dihydro-4H-imidazo[1,5,4-de]quinoxaline-8-carboxamide COCCCN1CCN2C=3C(=CC(=CC13)C(=O)N)N=C2